FC=1C=C(CO[C@H]2[C@@H](SC=3C(=NC=C(C3)Cl)C#N)O[C@@H]([C@@H]([C@@H]2N2N=NC(=C2)C=2SC=CN2)O)CO)C=C(C1O)F 5-chloro-2-cyano-pyridin-3-yl 3-deoxy-2-O-(3,5-difluoro-4-hydroxybenzyl)-3-[4-(2-thiazolyl)-1H-1,2,3-triazol-1-yl]-1-thio-α-D-galactopyranoside